CC=1N(C(=CC1C(=O)NC1=NC=CN=C1)C)C1=CC=C(C=C1)C 2,5-Dimethyl-N-(pyrazin-2-yl)-1-(p-tolyl)-1H-pyrrole-3-carboxamide